Ethyl (2RS)-2-[4-chloro-6-[2-[4-[(4-hydroxy-1-piperidyl)methyl]phenyl]ethynyl]-1-oxo-isoindolin-2-yl]-2-(6,7-dihydro-5H-pyrrolo[1,2-c]imidazol-1-yl)acetate ClC1=C2CN(C(C2=CC(=C1)C#CC1=CC=C(C=C1)CN1CCC(CC1)O)=O)[C@@H](C(=O)OCC)C1=C2N(C=N1)CCC2 |r|